2-(4-chlorophenyl)-4-phenylbutyronitrile ClC1=CC=C(C=C1)C(C#N)CCC1=CC=CC=C1